NC1=C(C=C(C=C1)C1=CC2=C(C(N(C=C2)C(C(=O)OC)C)=O)N1S(=O)(=O)C1=CC=C(C)C=C1)Cl Methyl 2-(2-(4-amino-3-chlorophenyl)-7-oxo-1-tosyl-1,7-dihydro-6H-pyrrolo[2,3-c]pyridin-6-yl)propanoate